NCCC(C(N)(CCN)CCN)N tris(2-aminoethyl)-1,2-ethanediamine